C(C)(C)(C)S(=O)(=O)C=1C(=CC=2N(C1)C(=CN2)C=2C=C(C(=C(C2)C=2OC=C(N2)CO)OC)F)OC (2-(5-(6-(tert-butylsulfonyl)-7-methoxyimidazo[1,2-a]pyridin-3-yl)-3-fluoro-2-methoxyphenyl)oxazol-4-yl)methanol